N-(4-(2-(dimethylamino)pyrimidin-5-yl)phenyl)-2-(4-methoxyphenoxy)-2-methylpropanamide CN(C1=NC=C(C=N1)C1=CC=C(C=C1)NC(C(C)(C)OC1=CC=C(C=C1)OC)=O)C